The molecule is a 3-hydroxy steroid that is (22E)-19,24-dinorcholesta-1,3,5(10),22-tetraene substituted by a hydroxy group at position 3. It is isolated from the Hainan soft coral Dendronephthya studeri. It has a role as a coral metabolite. C[C@H](/C=C/C(C)C)[C@H]1CC[C@@H]2[C@@]1(CC[C@H]3[C@H]2CCC4=C3C=CC(=C4)O)C